5-(2,3-difluoropiperazin-1-yl)-2,3-dihydro-1,4-benzodioxine FC1N(CCNC1F)C1=CC=CC=2OCCOC21